C(/C1=CC=CC=C1)=N\CC1=CC=CC=C1 (E)-N-benzylidene-1-phenylmethylamine